(S)-5-(2-(3-(ethoxymethyl)-3-(2-(5-methylthiophen-3-yl)ethyl)pyrrolidin-1-yl)propan-2-yl)-2-methylpyridine C(C)OC[C@@]1(CN(CC1)C(C)(C)C=1C=CC(=NC1)C)CCC1=CSC(=C1)C